nickel-cobalt-samarium [Sm].[Co].[Ni]